C1(CC1)C(=O)N cyclopropanemethaneAmide